1,2-dichloro-propane ClCC(C)Cl